N-(1,3-benzodioxol-5-yl)-3-[4-chloro-5-(methoxymethyl)-3-methyl-pyrazol-1-yl]-N-methyl-benzamide O1COC2=C1C=CC(=C2)N(C(C2=CC(=CC=C2)N2N=C(C(=C2COC)Cl)C)=O)C